2-methyl-5-(1-methyl-1H-pyrazol-4-yl)-N-(2-methyl-6-nitrophenyl)benzene-1-sulfonamide CC1=C(C=C(C=C1)C=1C=NN(C1)C)S(=O)(=O)NC1=C(C=CC=C1[N+](=O)[O-])C